CS(=O)(=O)C(C)(C)C1=CC=C(C=N1)NC=1N=CC2=C(N1)CN(CC2)C(=O)OC(C)(C)C tert-butyl 2-{[6-(2-methanesulfonylpropan-2-yl)pyridin-3-yl]amino}-5H,6H,7H,8H-pyrido[3,4-d]pyrimidine-7-carboxylate